N-(2-oxaspiro[3.3]heptan-6-yl)-1-oxa-8-azaspiro[4.5]decan-3-amine C1OCC12CC(C2)NC2COC1(C2)CCNCC1